(3R)-3-(4-{[(2E)-4-methylpent-2,4-dien-1-yl]oxy}phenyl)hex-4-ynoic acid CC(/C=C/COC1=CC=C(C=C1)[C@@H](CC(=O)O)C#CC)=C